cis-3-amino-cyclobutanecarboxylic acid methyl ester hydrochloride Cl.COC(=O)[C@@H]1C[C@@H](C1)N